FC1=C(C=C(C=C1)NC(C(C)(C)C)=O)OC N-(4-fluoro-3-methoxyphenyl)-2,2-dimethylpropionamide